IC1CC1 1-iodo-cyclopropane